6-methyl-5-oxo-6-(5-(trifluoromethyl)pyridin-2-yl)-5,6,7,8-tetrahydroquinolin CC1(C(C=2C=CC=NC2CC1)=O)C1=NC=C(C=C1)C(F)(F)F